C(C)(C)(C)OC(=O)N1C[C@@H](CC1)[C@@H]1N=C(C2=CC=CC=C2C1)C1=CC=C(C=C1)F (R)-1-(tert-butoxycarbonyl)pyrrolidin-3-yl-(R)-1-(4-fluorophenyl)-3,4-dihydroisoquinoline